C(#C)C1(CCN(CC1)C(=O)OCCCC)OC Butyl 4-ethynyl-4-methoxypiperidine-1-carboxylate